1-(4-(5-chloro-6-(2-chloro-5-methoxyphenyl)-7-fluoro-2,1-benzothiazol-3-yl)-1-piperazinyl)-2-propen-1-one ClC=1C(=C(C=2C(=C(SN2)N2CCN(CC2)C(C=C)=O)C1)F)C1=C(C=CC(=C1)OC)Cl